5-({4-[(2-ethylphenoxy)methyl]-2-thienyl}carbonyl)pyrimidin C(C)C1=C(OCC=2C=C(SC2)C(=O)C=2C=NC=NC2)C=CC=C1